CSC.FC1(C(N(C(N1)(F)F)C)(F)F)F hexafluoro-3-methylimidazole-methylsulfide salt